C1(=CC(=CC=C1)C(=O)O)C=1C(=CC(=CC1)C(=O)O)C(=O)O 3,2',4'-biphenyl-tricarboxylic acid